FC1=C(C(=O)NC2=NC=C(C=C2)F)C=C(C=C1F)C1=CN=C(S1)C 2,3-Difluoro-N-(5-fluoropyridin-2-yl)-5-(2-methylthiazol-5-yl)benzamide